CC=1C=NC=CC1N1CC=2N=C(N=C(C2CC1)C1N(CCNC1)C(=O)[O-])OC[C@H]1N(CCC1)C 7-(3-methyl-4-pyridyl)-2-[[(2S)-1-methylpyrrolidin-2-yl]methoxyl-6,8-dihydro-5H-pyrido[3,4-d]pyrimidin-4-yl]piperazine-1-carboxylate